CC1=C(C(=CC=C1)C)C1=CC2=C(N=C(S2)N)C=C1 6-(2,6-dimethylphenyl)benzo[d]thiazol-2-amine